2-[[1-(7H-purin-6-yl)piperidin-4-yl]methyl]-6-pyrazol-1-ylpyridazin-3-one N1=CN=C2N=CNC2=C1N1CCC(CC1)CN1N=C(C=CC1=O)N1N=CC=C1